(E)-N-((1,2,3,5,6,7-Hexahydro-s-indacen-4-yl)carbamoyl)-2-(pyrrolidin-3-yl)ethensulfonamid C1CCC2=C(C=3CCCC3C=C12)NC(=O)NS(=O)(=O)\C=C\C1CNCC1